N-(2-ethylhexyl)-isononanamide C(C)C(CNC(CCCCCC(C)C)=O)CCCC